N1=NC(C=C1)=N Pyrazolone imine